4-{[3-Cyclopropylquinazolin-4(3H)-on-2-yl]methyl}-N-hydroxybenzamide C1(CC1)N1C(=NC2=CC=CC=C2C1=O)CC1=CC=C(C(=O)NO)C=C1